3-(4-(benzo[d]thiazol-5-yl)-4H-1,2,4-triazol-3-yl)-2-(6-methyl-4-(trifluoromethyl)pyridin-2-yl)hexahydrocyclopenta[c]pyrrole S1C=NC2=C1C=CC(=C2)N2C(=NN=C2)C2C1C(CN2C2=NC(=CC(=C2)C(F)(F)F)C)CCC1